8-(2-tert-butylpyrimidin-5-yl)-3-fluoro-6-oxo-2H,3H,4H,6H-pyrimido[2,1-b][1,3]thiazine-7-carbonitrile C(C)(C)(C)C1=NC=C(C=N1)C=1N=C2SCC(CN2C(C1C#N)=O)F